ClC=1C=CC(=C(C1)NS(=O)(=O)C1=CC=C(C=C1)B(O)O)F 4-(N-(5-chloro-2-fluorophenyl)sulfamoyl)phenylboronic acid